C(CSC[C@@H]1[C@H]([C@H]([C@@H](O1)O)O)O)[C@@H](C(=O)O)N The molecule is an S-(5-deoxy-D-ribos-5-yl)-L-homocysteine in which the anomeric centre has beta-configuration. It has a role as an Escherichia coli metabolite. It derives from a L-homocysteine.